n-propyl 3-ethyl-α-cyanocinnamate C(C)C=1C=C(C=C(C(=O)OCCC)C#N)C=CC1